4-(morpholine-4-carbonyl)thiazole-2-carbaldehyde N1(CCOCC1)C(=O)C=1N=C(SC1)C=O